Tert-Butyl ((S)-1-(((S)-1-((4-(hydroxymethyl)-3-((prop-2-yn-1-yloxy)methyl)phenyl)amino)-1-oxo-5-ureidopentan-2-yl)amino)-3-methyl-1-oxobutan-2-yl)carbamate OCC1=C(C=C(C=C1)NC([C@H](CCCNC(=O)N)NC([C@H](C(C)C)NC(OC(C)(C)C)=O)=O)=O)COCC#C